C(C)(C)(C)[C@H]1CCC=2N=C3C(=CC(=CC3=CC2C1)C(=O)N[C@H](CCN1CCC(CC1)O)C1=CC=C(C=C1)N1C(OCC1)=O)Cl (S)-7-(tert-butyl)-4-chloro-N-((R)-3-(4-hydroxypiperidin-1-yl)-1-(4-(2-oxooxazolidin-3-yl)phenyl)propyl)-5,6,7,8-tetrahydroacridine-2-carboxamide